S(=O)(=O)(O)[O-].C(=O)(O)CC=1NC=C[N+]1C carboxymethyl-3-methylimidazolium hydrogen sulfate